purineacetic acid N1=C(N=C2N=CNC2=C1)CC(=O)O